2,2-difluoropropyl alcohol FC(CO)(C)F